ClC=1C=C(C=CC1)NCC(=O)N1[C@H]2CC([C@@H]([C@@H]1C(=O)N[C@H](C[C@H]1C(NCC1)=O)\C=C(/S(=O)(=O)C)\F)CC2)(F)F (1R,3R,4R)-2-((3-chlorophenyl)glycyl)-5,5-difluoro-N-((R,Z)-4-fluoro-4-(methylsulfonyl)-1-((S)-2-oxopyrrolidin-3-yl)but-3-en-2-yl)-2-azabicyclo[2.2.2]octane-3-carboxamide